N1N=CC(=C1)C1=CC2=C(N=C(S2)NC=2C=NC=C(C(=O)NC3CNCC3)C2)C=C1 5-((6-(1H-pyrazol-4-yl)benzo[d]thiazol-2-yl)amino)-N-(pyrrolidin-3-yl)nicotinamide